BrC=1C(=CC(N(C1)C)=O)C(F)(F)F 5-bromo-1-methyl-4-(trifluoro-methyl)pyridin-2(1H)-one